2,3,4-trihydroxybenzoyl-hydrazine OC1=C(C(=O)NN)C=CC(=C1O)O